N4-(2-amino-6-fluorobenzyl)-5-chloro-N2-(1-methyl-1H-pyrazol-4-yl)pyrimidine-2,4-diamine NC1=C(CNC2=NC(=NC=C2Cl)NC=2C=NN(C2)C)C(=CC=C1)F